diacetate hydrochloride Cl.C(C)(=O)O.C(C)(=O)O